(2-(4-(bis(propylsulfanyl)methyl)-2-chlorophenoxy)ethyl)-4-tosylpiperazine C(CC)SC(C1=CC(=C(OCCN2CCN(CC2)S(=O)(=O)C2=CC=C(C)C=C2)C=C1)Cl)SCCC